OC1=CC=C(C(=O)[O-])C=C1.[NH+]1=CC=CC=C1 pyridinium p-hydroxybenzoate